FC1CN(C1)C(=O)NC1=CC(=C(C=C1)F)N1N=C2N=CC(=CC2=C1)C1=NC=CC=C1 3-fluoro-N-{4-fluoro-3-[5-(pyridin-2-yl)-2H-pyrazolo[3,4-b]pyridin-2-yl]phenyl}azetidine-1-carboxamide